C(C1=CC=CC=C1)OC(=O)N([C@@H](COC[C@H](C)OCC1=CC=CC=C1)C(=O)O)C N-((benzyloxy)carbonyl)-O-((S)-2-(benzyloxy)propyl)-N-methyl-L-serine